tert-Butyl (1-((4-bromophenyl)amino)-3-(2-chlorophenyl)-1-oxopropan-2-yl)carbamate BrC1=CC=C(C=C1)NC(C(CC1=C(C=CC=C1)Cl)NC(OC(C)(C)C)=O)=O